NC1=C(C=NC=C1C=O)OCC1(CC1)S(=O)(=O)C1CC1 4-amino-5-((1-(cyclopropylsulfonyl)cyclopropyl)methoxy)nicotinaldehyde